ethyl (4Z,8E)-decadienoate C(C=C\C=C/CCCCC)(=O)OCC